(4E)-9-hydroxy-5,9-dimethyl-4-decanal OC(CCCC(C(CCC)=O)C)(C)C